C1=CC=C(C=C1)B1OC(C)(C)C(C)(C)O1 4-Benzeneboronic acid pinacol ester